[Ca+2].C(CC)C(C(=O)[O-])CCCCCC.C(CC)C(C(=O)[O-])CCCCCC propyloctanoic acid calcium salt